ClC1=C(C=C(C=2C3=C(NC12)CCNC([C@H]3CC)=O)OCC#N)Cl (S)-2-((7,8-Dichloro-1-ethyl-2-oxo-1,2,3,4,5,6-hexahydroazepino[4,5-b]indol-10-yl)oxy)acetonitrile